S(=O)(=O)(O)C(C(=O)[O-])(CCCCCCC)C1=CC=CC=C1.[Na+].C(C)N1C2=CC=C(C=C2C=2C=C(C=CC12)C(C)=O)C(C1=C(C=CC=C1)C)=O 1-[9-Ethyl-6-(2-methylbenzoyl)-9H-carbazol-3-yl]ethanone sodium sulfophenyl-pelargonate